FC1=C(C(=CC=C1)F)C=1C=2C=3CCCC4(CC3SC2NC([C@@H](N1)C)=S)OCCO4 (5'S)-3'-(2,6-difluorophenyl)-5'-methyl-spiro[1,3-dioxolane-2,12'-9-thia-4,7-diazatricyclo[8.5.0.02,8]pentadeca-1(10),2(8),3-triene]-6'-thione